ClC1=CC=C(C=C1)N1CCN(CC1)C1=C(C=C(C=C1)C1C(NC(CC1)=O)=O)F 3-(4-(4-(4-Chlorophenyl)piperazin-1-yl)-3-fluorophenyl)piperidine-2,6-dione